O=C1NC(CCC1N1C(C2=CC=C(C=C2C1=O)N1CC2CCC(C1)N2CC2CCN(CC2)CCOC2=CC=C(C=C2)C(=C(CC)C2=CC=CC=C2)C2=CC=CC=C2)=O)=O 2-(2,6-dioxopiperidin-3-yl)-5-(8-((1-(2-(4-(1,2-diphenylbut-1-en-1-yl)phenoxy)ethyl)piperidin-4-yl)methyl)-3,8-diazabicyclo[3.2.1]octane-3-yl)isoindoline-1,3-dione